dicysteine C(C(C(=O)O)N)SSCC(C(=O)O)N